CC=1N(C(=CN1)C1=C(C(=C(C=C1)OC)F)F)C1=CC(=C(C=C1)C(=O)N1CCN(CC1)S(=O)(=O)C1CCNCC1)Cl 2-methyl-N-[3-chloro-4-[4-(4-piperidinylsulfonyl)piperazine-1-carbonyl]phenyl]-5-(2,3-difluoro-4-methoxy-phenyl)-imidazole